2-(5-(4-(aminomethyl)-1-oxo-1,2-dihydro-phthalazin-6-yl)pyridin-3-yl)-5-fluoro-benzonitrile NCC1=NNC(C2=CC=C(C=C12)C=1C=C(C=NC1)C1=C(C#N)C=C(C=C1)F)=O